C1(CCCCC1)CN1C=NC=2C1=NC(=CN2)C2=CC=C(C=C2)C(C)(C)O 1-(Cyclohexylmethyl)-6-(4-(2-hydroxypropan-2-yl)phenyl)-1H-imidazo[4,5-b]pyrazin